C(C)(C)(C)C1=CC(=NC=C1)C(CC[C@@H]1CN(CC1)C(=O)OC(C)(C)C)NC1=NC(=CC=C1)S(N)(=O)=O tert-butyl (3S)-3-[3-(4-tert-butyl-2-pyridyl)-3-[(6-sulfamoyl-2-pyridyl)amino]propyl]pyrrolidine-1-carboxylate